N-(2-cyclopropyl-3-(2,5-difluorophenyl)propyl)-6-oxo-1,6-dihydropyrazine-2-carboxamide C1(CC1)C(CNC(=O)C=1NC(C=NC1)=O)CC1=C(C=CC(=C1)F)F